4-(4-((1R,5S)-3,8-diazabicyclo[3.2.1]octan-3-yl)-2-(((2R,7aS)-2-fluorotetrahydro-1H-pyrrolizin-7a(5H)-yl)methoxy)pyrido[2,3-d]pyrimidin-7-yl)-5-ethyl-6-fluoronaphthalen-2-ol [C@H]12CN(C[C@H](CC1)N2)C=2C1=C(N=C(N2)OC[C@]23CCCN3C[C@@H](C2)F)N=C(C=C1)C1=CC(=CC2=CC=C(C(=C12)CC)F)O